N[C@@H]1CN(C[C@@H]1OC)C(=O)OC(C)(C)C |r| Tert-butyl rac-(3R,4S)-3-amino-4-methoxypyrrolidine-1-carboxylate